N4-(4-(2-amino-5-methylpyrimidin-4-yl)phenyl)-N2-isobutylpyrimidine-2,4-diamine NC1=NC=C(C(=N1)C1=CC=C(C=C1)NC1=NC(=NC=C1)NCC(C)C)C